C1(CC1)CN1CC2(C1)CC(C2)N2CCC(CC2)C=2C=C(C1=C(N(C(=N1)C1=CC=C(C=C1)S(=O)(=O)C)C)C2)C 6-(1-(2-(cyclopropylmethyl)-2-azaspiro[3.3]heptan-6-yl)piperidin-4-yl)-1,4-dimethyl-2-(4-(methylsulfonyl)phenyl)-1H-benzo[d]imidazole